COC1=C(C=C(C=C1)N(C1=NC(=NC2=CC=CC=C12)C)C)C(C(=O)NN)C1=CC=CC=C1 2-(2-Methoxy-5-(methyl-(2-methylquinazolin-4-yl)amino)phenyl)-2-phenylacetohydrazide